O=C1NC(CCC1N1C(C2=CC=C(C=C2C1)CC(=O)O)=O)=O 2-(2,6-dioxopiperidin-3-yl)-1-oxoisoindoline-5-acetic acid